C(C)(C)(C)OC(=O)N1CCN(CC1)C(=O)C1=CC=C(C=C1)N1CCN(CCC1)C(=O)OCC1=CC=CC=C1 benzyl 4-(4-(4-(tert-butoxycarbonyl)piperazine-1-carbonyl)phenyl)-1,4-diazepane-1-carboxylate